C(C#C)O[PH2]=O phosphinic acid 2-propynyl ester